((tert-butylsulfinyl)amino)-8-((2-oxo-2,3-dihydro-1H-benzo[d]imidazol-5-yl)methyl)-2-azaspiro[4.4]nonane-2-carboxylic acid tert-butyl ester C(C)(C)(C)OC(=O)N1C(C2(CC1)CCC(C2)CC2=CC1=C(NC(N1)=O)C=C2)NS(=O)C(C)(C)C